2-(5-(chloromethyl)-1,2,4-oxadiazol-3-yl)-N-ethyl-N-(2-methoxyphenyl)acetamide ClCC1=NC(=NO1)CC(=O)N(C1=C(C=CC=C1)OC)CC